(S)-1-(4-(2-(6-((3r,5r)-3-amino-5-fluoropiperidine-1-carbonyl)-4-fluoro-3-methylpyrazolo[1,5-a]pyridin-2-yl)-1-(cyclopropylmethyl)-1H-indol-7-yl)piperidin-1-yl)-2-methoxypropan-1-one N[C@H]1CN(C[C@@H](C1)F)C(=O)C=1C=C(C=2N(C1)N=C(C2C)C=2N(C1=C(C=CC=C1C2)C2CCN(CC2)C([C@H](C)OC)=O)CC2CC2)F